FC1=CC=C(C=C1)N1C(=CC2=C1C=C1C=NNC1=C2)C2CCOCC2 5-(4-Fluorophenyl)-6-(tetrahydro-2H-pyran-4-yl)-1,5-dihydropyrrolo[2,3-f]indazole